CC=1C=C(CB(O)O)C=C(C1)C 3,5-dimethylbenzylboronic acid